CN1C=NC=C1C#CC1=CN=CC=2[C@H]3N(C[C@@H](OC21)C3)C(=O)C32CCC(CC3)(C2)C(F)(F)F ((2S,5S)-9-((1-methyl-1H-imidazol-5-yl)ethynyl)-2,3-dihydro-2,5-methanopyrido[3,4-f][1,4]oxazepin-4(5H)-yl)(4-(trifluoromethyl)bicyclo[2.2.1]heptan-1-yl)methanone